COC=1C=C2C(=NC1C1=C3CCC(C3=CC=C1)C#N)C(=NN2)C=2C=NC(=CC2)C2CN(CC2)C(=O)N2CCOCC2 4-(6-Methoxy-3-(6-(1-(morpholine-4-carbonyl)pyrrolidin-3-yl)pyridin-3-yl)-1H-pyrazolo[4,3-b]pyridin-5-yl)-2,3-dihydro-1H-indene-1-carbonitrile